BrC=1C=C2C(=NC1F)C(C(N2C2CC(C2)(C#N)N2CCCCC2)=O)(C)C (1s,3s)-3-(6-bromo-5-fluoro-3,3-dimethyl-2-oxo-2,3-dihydro-1H-pyrrolo[3,2-b]pyridin-1-yl)-1-(piperidin-1-yl)cyclobutane-1-carbonitrile